4-((2-(1-(2,6-Dioxopiperidin-3-yl)-3-methyl-2-oxo-2,3-dihydro-1H-benzo[d]imidazol-5-yl)-2,7-diazaspiro[3.5]non-7-yl)methyl)piperidine-1-carboxylic acid tert-butyl ester C(C)(C)(C)OC(=O)N1CCC(CC1)CN1CCC2(CN(C2)C2=CC3=C(N(C(N3C)=O)C3C(NC(CC3)=O)=O)C=C2)CC1